C1(CC1)C=1C=C(CN2CCN(CC2)CC2=CC(=C(OC(C(=O)OCC)(C)C)C(=C2)C)C)C=CC1C(F)(F)F Ethyl 2-(4-((4-(3-cyclopropyl-4-(trifluoromethyl) benzyl) piperazin-1-yl) methyl)-2,6-dimethylphenoxy)-2-methylpropionate